C(C)C=1C=NC(=NC1)C1CCN(CC1)CC=1C=C2CN(C(C2=CC1)=O)C1C(NC(CC1)=O)=O 3-(5-((4-(5-ethylpyrimidin-2-yl)piperidin-1-yl)methyl)-1-oxoisoindolin-2-yl)piperidine-2,6-dione